COC(C1=CC(=C(C=C1)F)C#C[Si](C)(C)C)=O 4-fluoro-3-((trimethylsilyl)ethynyl)benzoic acid methyl ester